7-cyclopropylpyrido[2,3-d]pyrimidin-2(1H)-one C1(CC1)C=1C=CC2=C(NC(N=C2)=O)N1